(6aR)-8-acryloyl-4-chloro-1-(1,1-dioxothiomorpholino)-3-(2-fluoro-6-hydroxyphenyl)-6,6a,7,8,9,10-hexahydro-12H-pyrazino[2,1-c]pyrido[3,4-f][1,4]oxazepin-12-one C(C=C)(=O)N1C[C@@H]2COC3=C(C(N2CC1)=O)C(=NC(=C3Cl)C3=C(C=CC=C3O)F)N3CCS(CC3)(=O)=O